CC(C(=O)O)(C)N1C(N(C2=C(C1=O)C(=C(S2)C=2OC=CN2)C)C[C@H](C2=CC=CC=C2)OC2=CC=CC=C2)=O 2-methyl-2-[5-methyl-6-(1,3-oxazol-2-yl)-2,4-dioxo-1-[(2S)-2-phenoxy-2-phenylethyl]-1H,2H,3H,4H-thieno[2,3-d]pyrimidin-3-yl]propionic acid